1-(3,5-dichlorophenyl)-2,2-dimethylbutan-3-en-1-one ClC=1C=C(C=C(C1)Cl)C(C(C=C)(C)C)=O